3-((1r,2r)-2-((2-chlorophenyl)amino)-1-(naphthalen-2-yl)-5-oxocyclopent-3-en-1-yl)-2,2-difluoropropionic acid ethyl ester C(C)OC(C(C[C@]1([C@@H](C=CC1=O)NC1=C(C=CC=C1)Cl)C1=CC2=CC=CC=C2C=C1)(F)F)=O